BrC1=CC2=C(N=CS2)C=C1 6-Bromo-benzothiazole